O=C1NC(CCC1N1C(C2=CC=CC(=C2C1)NC(C(=O)O)C)=O)=O 2-[[2-(2,6-dioxo-3-piperidyl)-1-oxo-isoindolin-4-yl]amino]propanoic acid